COC1CCC(CC1)N1N=C(C(=C1C)[N+](=O)[O-])OCCCO 3-((1-((1r,4r)-4-methoxycyclohexyl)-5-methyl-4-nitro-1H-pyrazol-3-yl)oxy)propan-1-ol